1-(2-((2-((1-(tert-butoxycarbonyl)piperidin-4-yl)carbamoyl)-4-methylthiophen-3-yl)amino)-2-oxoethyl)-1-(2-((2-(methoxycarbonyl)-4-methylthiophen-3-yl)amino)-2-oxoethyl)azepan-1-ium C(C)(C)(C)OC(=O)N1CCC(CC1)NC(=O)C=1SC=C(C1NC(C[N+]1(CCCCCC1)CC(=O)NC1=C(SC=C1C)C(=O)OC)=O)C